(Z)-7-Decenyl acetate C(C)(=O)OCCCCCC\C=C/CC